C1=CC(=CC2=C1C=CN=C2)Br 7-isoquinoline